N-{4-(naphthalen-1-yl)phenyl}-N-(6-phenyl-1,1':4',1''-terphenyl-4-yl)amine C1(=CC=CC2=CC=CC=C12)C1=CC=C(C=C1)NC1=CC=C(C(=C1)C1=CC=CC=C1)C1=CC=C(C=C1)C1=CC=CC=C1